alpha-[N-(3-chloro-2,6-xylyl)-2-methoxyacetamido]-gamma-butyrolactone ClC=1C(=C(C(=CC1)C)N(C(COC)=O)C1C(=O)OCC1)C